CN(CCCNC1=NC(=NC(=C1)C)NC(=O)NC=1C=C2C=CN=CC2=CC1)C 1-(4-((3-(dimethylamino)propyl)amino)-6-methylpyrimidin-2-yl)-3-(isoquinolin-6-yl)urea